FC=1C(=CC=C2C(=CN=C(C12)N)I)C=1C=NC=CC1 8-Fluoro-4-iodo-7-(pyridin-3-yl)isoquinolin-1-amine